CC1(OB(OC1(C)C)B1OC(C(O1)(C)C)(C)C)C 4,4,5,5-tetramethyl-2-(4,4,5,5-tetramethyl-1,3,2-dioxaborolane-2-yl)-1,3,2-dioxaborolane